2-((1r,4r)-4-hydroxy-4-methylcyclohexyl)-6-methoxy-2H-indazole OC1(CCC(CC1)N1N=C2C=C(C=CC2=C1)OC)C